(4-cyclopropyloxy-3-nitrophenyl)-4-isopropylpiperazine C1(CC1)OC1=C(C=C(C=C1)N1CCN(CC1)C(C)C)[N+](=O)[O-]